C(C)(=O)OONC(=O)OCC1C2=CC=CC=C2C2=CC=CC=C12 Fmoc-aminooxy acetate